(R)-1'-(3-(2-amino-3-fluoropyridin-4-yl)-1H-pyrazolo[3,4-b]pyrazin-6-yl)-1,3-dihydrospiro[inden-2,4'-piperidin]-1-amine NC1=NC=CC(=C1F)C1=NNC2=NC(=CN=C21)N2CCC1(CC2)[C@H](C2=CC=CC=C2C1)N